5,9,13,17-tetramethyl-2,4-octadecanedione CC(C(CC(C)=O)=O)CCCC(CCCC(CCCC(C)C)C)C